((5-hydroxytetrahydro-2H-pyran-2-yl)methyl)carbamic acid tert-butyl ester C(C)(C)(C)OC(NCC1OCC(CC1)O)=O